5-bromo-2-(4-methoxybenzyl)phthalazin-1(2H)-one BrC1=C2C=NN(C(C2=CC=C1)=O)CC1=CC=C(C=C1)OC